C(C)OC([C@H]1CO1)=O R-glycidic acid ethyl ester